(1S,2S)-2-(Isopropoxymethyl)cyclopropanecarboxylic acid C(C)(C)OC[C@@H]1[C@H](C1)C(=O)O